NC=1SC2=C(N1)C=CC(=C2)C=2C(=NC=C(C(=O)NC(C)C1=C(C=CC=C1)OC(F)(F)F)C2)OC 5-(2-aminobenzo[d]thiazol-6-yl)-6-methoxy-N-(1-(2-(trifluoromethoxy)phenyl)ethyl)nicotinamide